COC1=CC=C(C[C@@H]2NCCC=3CCCCC23)C=C1 (S)-1-(p-methoxybenzyl)-1,2,3,4,5,6,7,8-octahydroisoquinoline